2-[4-[[3-[1-(p-toluenesulfonyl)pyrrolo[3,2-b]pyridin-3-yl]imidazo[1,2-b]pyridazin-6-yl]amino]cyclohexyl]propan-2-ol CC1=CC=C(C=C1)S(=O)(=O)N1C=C(C2=NC=CC=C21)C2=CN=C1N2N=C(C=C1)NC1CCC(CC1)C(C)(C)O